O[C@H]1[C@@]2(CO[C@H]([C@@H]([C@H]1O)NC1=NC(=CC=C1)C(F)(F)F)O2)COCCCCC(=O)OCC2=CC=CC=C2 benzyl 5-(((1S,2R,3R,4R,5S)-2,3-dihydroxy-4-((6-(trifluoromethyl)pyridin-2-yl)amino)-6,8-dioxabicyclo[3.2.1]octan-1-yl)methoxy)pentanoate